IC=1C=C(C[C@@H](N)C(=O)O)C=C(C1OC1=CC=C(C=C1)O)I 3,5-diiodo-D-thyronine